N-[7-morpholino-5-[4-[[3-(trifluoromethyl)pyrazin-2-yl]amino]cyclohexoxy]-1,6-naphthyridin-3-yl]methanesulfonamide O1CCN(CC1)C1=NC(=C2C=C(C=NC2=C1)NS(=O)(=O)C)OC1CCC(CC1)NC1=NC=CN=C1C(F)(F)F